FC1=CC=C(C=C1)NC([C@@H](C1=CC=CC=C1)OC(=O)C1=NC(=CN=C1N)C=1N=NN(C1)C1CCN(CC1)C)=O.C[Si](Cl)(Cl)CCCCC=C methyl-(5-hexenyl)dichlorosilane (R)-2-((4-fluorophenyl)amino)-2-oxo-1-phenylethyl-3-amino-6-(1-(1-methylpiperidin-4-yl)-1H-1,2,3-triazol-4-yl)pyrazine-2-carboxylate